methyl 6-(2-fluoro-4-(5-methyl-1,2,4-oxadiazol-3-yl)phenyl)nicotinate FC1=C(C=CC(=C1)C1=NOC(=N1)C)C1=NC=C(C(=O)OC)C=C1